1-methylindole-2,3,4,5,6,7-hexamine CN1C(=C(C2=C(C(=C(C(=C12)N)N)N)N)N)N